FC1=C2C(=C(C(NC2=CC=C1F)=O)C(C(=O)O)(F)F)C (5,6-difluoro-4-methyl-2-oxo-1H-quinolin-3-yl)difluoroacetic acid